BrC1=CC=C(C=C1)C=1N=C2SC3=C(N2C1)C=CC(=C3)C(=O)NCCCN(CC)CC 2-(4-Bromophenyl)-N-(3-(diethylamino)propyl)benzo[d]imidazo[2,1-b]thiazole-7-carboxamide